N1C(=NC2=C1C=CC=C2)NC(C(=O)NC2CC2)C2=CC(=CC=C2)C(F)(F)F 2-[(1H-1,3-benzodiazol-2-yl)amino]-N-cyclopropyl-2-[3-(trifluoromethyl)phenyl]acetamide